C1(CC1)S(=O)(=O)NC=1SC=C(N1)C(C(=O)NC1=C(C=C(C=C1)C1=NC(=CN=C1)CC)F)CC 2-(2-(cyclopropanesulfonylamino)thiazol-4-yl)-N-(4-(6-ethylpyrazin-2-yl)-2-fluorophenyl)butanamide